5-(1-(4-(5-(difluoromethyl)-1,3,4-oxadiazol-2-yl)-2-fluorobenzyl)-1H-1,2,3-triazol-4-yl)thiophene-2-carbaldehyde FC(C1=NN=C(O1)C1=CC(=C(CN2N=NC(=C2)C2=CC=C(S2)C=O)C=C1)F)F